NC1=NNC2=CC=C(C=C12)C1=CC(=NC=C1)NC(=O)NC1=CC(=CC=C1)OCC1=C(C=CC=C1)F (4-(3-amino-1H-indazol-5-yl)pyridine-2-yl)-3-(3-((2-fluorobenzyl)oxy)phenyl)urea